ClC(C([O-])=N)(Cl)Cl 2,2,2-trichloroacetimidate